(2S,5R)-N-(2-(2-chloro-4-fluoro-3-methylphenyl)propan-2-yl)-5-(hydroxymethyl)morpholine-2-carboxamide ClC1=C(C=CC(=C1C)F)C(C)(C)NC(=O)[C@@H]1CN[C@@H](CO1)CO